[Pb].[Cu].[Ni] nickel-copper-lead